N1=C(C=CC=C1)C(CO)CO 2-(pyridine-2-yl)-1,3-propanediol